tert-butyl 4-(4-(6-(((1r,4r)-4-((3-chloro-4-cyanophenyl)(methyl)amino)-cyclohexyl)carbamoyl)pyridazin-3-yl)piperazine-1-carbonyl)piperazine-1-carboxylate ClC=1C=C(C=CC1C#N)N(C1CCC(CC1)NC(=O)C1=CC=C(N=N1)N1CCN(CC1)C(=O)N1CCN(CC1)C(=O)OC(C)(C)C)C